2-fluoro-2-methyl-propan-1-amine hydrochloride Cl.FC(CN)(C)C